1-[5-chloro-6-(4,4-difluorocyclohexyl)pyridin-3-yl]-3-(5-hydroxy-1H-indol-3-yl)urea ClC=1C=C(C=NC1C1CCC(CC1)(F)F)NC(=O)NC1=CNC2=CC=C(C=C12)O